3-[(1-{[(3R,4R)-1-(3-aminobenzoyl)-3-phenylpiperidin-4-yl]carbonyl}-4-hydroxypiperidin-4-yl)methyl]-7-methyl-3,7-dihydro-4H-pyrrolo[2,3-d]pyrimidin-4-one NC=1C=C(C(=O)N2C[C@H]([C@@H](CC2)C(=O)N2CCC(CC2)(O)CN2C=NC3=C(C2=O)C=CN3C)C3=CC=CC=C3)C=CC1